OC=1C=C(C2=C(OC(OC2=O)(C)COC)C1[C@@H]1C=C(CC[C@H]1C(=C)C)C)CCCCC 7-hydroxy-2-(methoxymethyl)-2-methyl-8-((1R,6R)-3-methyl-6-(prop-1-en-2-yl)cyclohex-2-en-1-yl)-5-pentyl-4H-benzo[d][1,3]dioxin-4-one